BrC1=C(C=C(C=C1)C1(C2=CC=CC=C2C=2C=CC=CC12)C1=CC=CC=C1)Cl 9-(4-Bromo-3-chlorophenyl)-9-phenyl-9H-fluorene